C[C@@]12CC[C@@H]3[C@H](CC3(C)C)C(=C)CC[C@H]1O2 Beta-Caryophyllene Oxide